1-(((1-(benzo[d][1,3]dioxol-5-yl)propan-2-yl)carbamoyl)oxy)ethyl isobutyrate C(C(C)C)(=O)OC(C)OC(NC(CC1=CC2=C(OCO2)C=C1)C)=O